CC1(CNCC1)OC(=O)N1CCN(CC1)C1=NC=2N(C=C1)N=CC2C=2C(=NC=CC2)OC(C)C (3-Methylpyrrolidin-3-yl)-4-[3-(2-isopropoxy-3-pyridyl)pyrazolo[1,5-a]pyrimidin-5-yl]piperazine-1-carboxylate